C(C)(C)(C)OC(=O)N1[C@H](CC1)COC=1C=NC=CC1Br.ClC(C(=O)N(CC=C)C1OCCO1)Cl |r| 2,2-dichloro-N-(1,3-dioxolane-2-yl)N-(2-propenyl)acetamide tert-butyl-(2RS)-2-{[(4-bromopyridin-3-yl)oxy]methyl}azetidine-1-carboxylate